CN1C(OCC2=C1C=CC(=C2)C=2C1=C(C=NC2)[C@@H](CCO1)NC(CC)=O)=C=O (R)-N-(8-(1-methyl-2-carbonyl-1,4-dihydro-2H-benzo[d][1,3]oxazin-6-yl)-3,4-dihydro-2H-pyrano[3,2-c]pyridin-4-yl)propanamide